O=C1NC(CCC1C=1C=CC(=NC1)N1CCC(CC1)CC=O)=O 2-(1-(5-(2,6-DIOXOPIPERIDIN-3-YL)PYRIDIN-2-YL)PIPERIDIN-4-YL)ACETALDEHYDE